ClC1=NC(=CC(=C1)C=1C(=NN2C1N=C(C=C2)C(=O)NCC(C)(C)O)C2=CC(=CC=C2)C#N)C 3-(2-Chloro-6-methyl-4-pyridyl)-2-(3-cyanophenyl)-N-(2-hydroxy-2-methyl-propyl)pyrazolo[1,5-a]pyrimidine-5-carboxamide